NCCCCC[Si](OCC)(OCC)OCC 3-(2-aminoethyl)propyltriethoxysilane